(E)-3-(benzo[d][1,3]dioxol-5-yl)-N-(3-fluoro-4-(hydroxymethyl)phenyl)acrylamide O1COC2=C1C=CC(=C2)/C=C/C(=O)NC2=CC(=C(C=C2)CO)F